FC(C(C=1C=C2N=CC=NC2=CC1)N1C[C@@H](N(C[C@H]1C)C=1C=2C(N(C(C1)=O)C)=CN(N2)CC#N)C)F (7-((2S,5R)-4-(2,2-difluoro-1-(quinoxalin-6-yl)ethyl)-2,5-dimethylpiperazin-1-yl)-4-methyl-5-oxo-4,5-dihydro-2H-pyrazolo[4,3-b]pyridin-2-yl)acetonitrile